(3Z)-1-bromo-18,18-diethoxy-3-octadecene BrCC\C=C/CCCCCCCCCCCCCC(OCC)OCC